(S)-3-(3-ethyl-2-oxo-8-oxa-1,4-diazaspiro[4.5]dec-3-en-1-yl)-N-(7-oxo-1-(5-phenyl-1H-imidazol-2-yl)nonyl)propanamide C(C)C=1C(N(C2(N1)CCOCC2)CCC(=O)N[C@@H](CCCCCC(CC)=O)C=2NC(=CN2)C2=CC=CC=C2)=O